methyl-2-phenyl-imidazole CC=1N=C(NC1)C1=CC=CC=C1